methyl 3-bromo-4-hydroxy-2-methyl-benzoate BrC=1C(=C(C(=O)OC)C=CC1O)C